tert-butyl (R)-3-((6-acrylamido-4-((2-(2-fluorophenyl)pyridin-4-yl)amino)quinazolin-7-yl)oxy)pyrrolidine-1-carboxylate C(C=C)(=O)NC=1C=C2C(=NC=NC2=CC1O[C@H]1CN(CC1)C(=O)OC(C)(C)C)NC1=CC(=NC=C1)C1=C(C=CC=C1)F